COC1=C(C=C(C=C1)OC)B(O)O 2,5-dimethoxyphenyl-boronic acid